C1CCC2=CC(=CC=C12)C=C(CCC=O)C 5-(2,3-dihydro-1H-inden-5-yl)-4-methylpent-4-enal